C12CN(CC(CC1)N2)C2=NC(=NC1=C(C(=C(C(=C21)OC)F)C2=CC(=CC1=CC=C(C(=C21)C#C[Si](C(C)C)(C(C)C)C(C)C)F)O)F)OCC2(CCC2)CO 4-(4-(3,8-diazabicyclo[3.2.1]octan-3-yl)-6,8-difluoro-2-((1-(hydroxymethyl)cyclobutyl)methoxy)-5-methoxyquinazolin-7-yl)-6-fluoro-5-((triisopropylsilyl)ethynyl)naphthalen-2-ol